ClC=1N=C(C2=C(N1)C=C(C=N2)N2CC(N(CC2)C)=O)N2CCOCC2 4-(2-chloro-4-morpholinopyrido[3,2-d]pyrimidin-7-yl)-1-methylpiperazin-2-one